C(C)OC1=C(C=C(C=C1)OC1=CC=CC=C1)I 1-ethoxy-2-iodo-4-phenoxy-benzene